3-(2-((6-oxo-5-(trifluoromethyl)-1,6-dihydropyridazin-4-yl)amino)propyl)-5-(4-(5-(trifluoromethyl)pyrimidin-2-yl)piperazine-1-carbonyl)oxazolidin-2-one O=C1C(=C(C=NN1)NC(CN1C(OC(C1)C(=O)N1CCN(CC1)C1=NC=C(C=N1)C(F)(F)F)=O)C)C(F)(F)F